FC1=CC=C(C=C1)NC(=O)C1CC1 1-((4-fluorophenyl)aminoformyl)cyclopropane